C[C@@H]1N(CC1)C1=NC(=CC(=N1)C=1C=CC(=NC1)CC(=O)N1CCNCC1)C(F)(F)F (S)-2-(5-(2-(2-methylazetidin-1-yl)-6-(trifluoromethyl)pyrimidin-4-yl)pyridin-2-yl)-1-(piperazin-1-yl)ethan-1-one